COC1=C(C(=CC=C1)OC)S(=O)(=O)NC1=NOC2=C1C(=CC(=C2)C2=CC(=CC=C2)C2CCN(CC2)C#CC)OC 2,6-dimethoxy-N-(4-methoxy-6-(3-(1-propynylpiperidin-4-yl)phenyl)benzo[d]isoxazol-3-yl)benzenesulfonamide